4-(5-((2-oxaspiro[3.3]heptan-6-yl)oxy)-2-fluoro-3-(4,4,5,5-tetramethyl-1,3,2-dioxaborolan-2-yl)phenyl)-1,3,5-trimethyl-1H-pyrazole C1OCC12CC(C2)OC=2C=C(C(=C(C2)C=2C(=NN(C2C)C)C)F)B2OC(C(O2)(C)C)(C)C